N-[1-(2-Chloro-acetyl)-pyrrolidin-3-yl]-acetamide ClCC(=O)N1CC(CC1)NC(C)=O